pyridine-1-ium bromide [Br-].[NH+]1=CC=CC=C1